5-methoxypyrimidine-2,4(1H,3H)-dione COC=1C(NC(NC1)=O)=O